C(CCCCC(C)(C)C)(=O)OOC(C)(C)CCC tert-hexyl peroxyneononanoate